ClC1=CN=C(S1)C=1C=C(C(=O)N[C@H](C)C=2N=NC(=CC2)C)C=C(C1)O[C@H]1COCC1 3-(5-chloro-1,3-thiazol-2-yl)-N-[(1R)-1-(6-methylpyridazin-3-yl)ethyl]-5-[(3R)-tetrahydrofuran-3-yloxy]benzamide